N(C1=CC=CC=C1)C1=CC=C(C(=N1)C(=O)NC1C(CC1)(C)C)O 6-anilino-N-(2,2-dimethylcyclobutyl)-3-hydroxy-pyridine-2-carboxamide